racemic-cis-4-((benzyloxy)methyl)-2-methyltetrahydro-2H-thiopyran 1,1-dioxide C(C1=CC=CC=C1)OC[C@@H]1C[C@@H](S(CC1)(=O)=O)C |r|